methyl-pyrimidon CC1=NC(NC=C1)=O